(biphenylyl)[phenyl-(biphenylyl)triazinyl]carbazole C1(=C(C=CC=C1)C1=C(C=2NC3=CC=CC=C3C2C=C1)C1=NN=NC(=C1C1=C(C=CC=C1)C1=CC=CC=C1)C1=CC=CC=C1)C1=CC=CC=C1